(5-chloro-2-methoxyphenyl)-2-({2-[(5-fluoropyridin-2-yl)sulfamoyl]phenyl}amino)acetamide ClC=1C=CC(=C(C1)C(C(=O)N)NC1=C(C=CC=C1)S(NC1=NC=C(C=C1)F)(=O)=O)OC